cyclopropyl N-[2-[[(1S)-3-(methylamino)-1-[[(3S,5R)-5-methyl-2-oxo-pyrrolidin-3-yl]methyl]-2,3-dioxo-propyl]carbamoyl]-4-(trifluoromethyl)phenyl]carbamate CNC(C([C@H](C[C@H]1C(N[C@@H](C1)C)=O)NC(=O)C1=C(C=CC(=C1)C(F)(F)F)NC(OC1CC1)=O)=O)=O